ClC=1C=C(C=CC1)[C@H](C(=O)N1CC2=C(CCC1)N=C(NC2=O)C2(CC2)C=2C=C(C=CC2)C=2CCCCC2)O (R)-6-(2-(3-chlorophenyl)-2-hydroxyacetyl)-2-(1-(2',3',4',5'-tetrahydro-[1,1'-biphenyl]-3-yl)cyclopropyl)-3,5,6,7,8,9-hexahydro-4H-pyrimido[5,4-c]azepin-4-one